FC1=C(C(=NC=C1)C=O)C(F)(F)F fluoro-3-(trifluoromethyl)pyridine-2-carbaldehyde